(S)-2-((7-(6-((4-chloro-2-fluorobenzyl)oxy)pyridin-2-yl)-5-fluoro-2,3-dihydrobenzofuran-4-yl)methyl)-4-methoxy-1-(oxetan-2-ylmethyl)-1H-benzo[d]imidazole-6-carboxylic acid ClC1=CC(=C(COC2=CC=CC(=N2)C2=CC(=C(C=3CCOC32)CC3=NC2=C(N3C[C@H]3OCC3)C=C(C=C2OC)C(=O)O)F)C=C1)F